C1(CC1)C1=NOC(=N1)C12CCC(CC1)(CC2)CN(C(=O)C2CC(C2)(F)F)C2=CC(=CC=C2)OC N-((4-(3-cyclopropyl-1,2,4-oxadiazol-5-yl)bicyclo[2.2.2]octan-1-yl)methyl)-3,3-difluoro-N-(3-methoxyphenyl)cyclobutane-1-carboxamide